4-nitrophenyl (cyclohexylmethyl)(methyl)carbamate C1(CCCCC1)CN(C(OC1=CC=C(C=C1)[N+](=O)[O-])=O)C